(S)-1-(1-(5-fluoro-3-methylbenzofuran-2-yl)-2-methylpropyl)-3-(2-(2-hydroxyethoxy)pyrimidin-5-yl)urea FC=1C=CC2=C(C(=C(O2)[C@H](C(C)C)NC(=O)NC=2C=NC(=NC2)OCCO)C)C1